C1(=CC=CC=C1)S(=O)(=O)N1C=NC2=C1C=C(C(=C2)NC2=CC=C(C=C2)F)Br 1-(benzenesulfonyl)-6-bromo-N-(4-fluorophenyl)benzimidazol-5-amine